pentadecylethylene glycol C(CCCCCCCCCCCCCC)C(CO)O